COC=1C2=C(N=C(N1)NC1C[C@@H]3[C@@H](CN(C3)C(C)=O)C1)NC=C2C=2C=CC=1N(C2)C(=NN1)C 1-((3aR,5r,6aS)-5-((4-methoxy-5-(3-methyl-[1,2,4]triazolo[4,3-a]pyridin-6-yl)-7H-pyrrolo[2,3-d]pyrimidin-2-yl)amino)hexahydrocyclopenta[c]pyrrol-2(1H)-yl)ethan-1-one